NC=1C2=C(N=CN1)N(C=C2C#CC2=C(C=CC=C2F)OCC)[C@@H]2C=C([C@H]([C@H]2O)O)CNS(N)(=O)=O 4-amino-7-[(1R,4R,5S)-4,5-dihydroxy-3-[(sulfamoylamino)methyl]cyclopent-2-en-1-yl]-5-[2-(2-ethoxy-6-fluoro-phenyl)ethynyl]pyrrolo[2,3-d]pyrimidine